C(#N)C1=CC2=C(N(C=N2)CC2=CC=C(C=C2)P(OCC)(OCC)=O)C=C1 diethyl (4-((5-cyano-1H-benzo[d]imidazol-1-yl)methyl)phenyl)phosphonate